2-((2,3-dimethyl-2H-indazol-6-yl)methylamino)pyrimidin CN1N=C2C=C(C=CC2=C1C)CNC1=NC=CC=N1